8-bromo-N-[(4S)-3,4-dihydro-2H-chromen-4-yl]-7-fluoro-4-(3-oxocyclobutyl)quinoline-3-carboxamide BrC=1C(=CC=C2C(=C(C=NC12)C(=O)N[C@H]1CCOC2=CC=CC=C12)C1CC(C1)=O)F